C1(CC1)C1=C(C=CC(=C1)OC)C=1N(C(C2=C(N1)SC1=C2C=CC=C1C(=O)OC)=O)CC1=CN=CO1 methyl 2-(2-cyclopropyl-4-methoxyphenyl)-3-(oxazol-5-ylmethyl)-4-oxo-3,4-dihydrobenzo[4,5]thieno[2,3-d]pyrimidine-8-carboxylate